C1NCC2=CC=CC=C12 2,3-dihydro-isoindole